N-(5-(3-(9H-purin-6-yl)pyridin-2-ylamino)-2-fluorophenyl)-6-methylpicolinamide N1=CN=C2NC=NC2=C1C=1C(=NC=CC1)NC=1C=CC(=C(C1)NC(C1=NC(=CC=C1)C)=O)F